7-hydroxy-N-(5-nitrothiazol-2-yl)-2-phenylquinoline-4-carboxamide OC1=CC=C2C(=CC(=NC2=C1)C1=CC=CC=C1)C(=O)NC=1SC(=CN1)[N+](=O)[O-]